CC1=C(C=CC=C1OC1CCC(CC1)CCCC=O)C=1C(=NC=CC1)C(=O)[O-] 3-(2-methyl-3-(((1s,4r)-4-(4-oxobutyl)cyclohexyl)oxy)phenyl)picolinate